ClC=1C(=C(NC=2C3=C(N=CN2)C=CC(=N3)O[C@@H]3CN(CC3)C(=O)OC(C)(C)C)C=CC1OC1=NN(C=C1)C)F tert-butyl (3S)-3-[4-[3-chloro-2-fluoro-4-(1-methylpyrazol-3-yl)oxy-anilino]pyrido[3,2-d]pyrimidin-6-yl]oxypyrrolidine-1-carboxylate